N1(CCC1)C1=C(C=C(C=C1)NC1=NC=2N(C(=C1)NC1CC1)N=CC2C#N)C[S@](=O)C |r| (±)-5-((4-(Azetidin-1-yl)-3-((methylsulfinyl)methyl)phenyl)amino)-7-(cyclopropylamino)pyrazolo[1,5-a]pyrimidine-3-carbonitrile